3-chloro-5-((2E,4E)-5-((1R,2R,3S,6R)-3-(ethylamino)-1,2,6-trimethylcyclohexyl)-3-methylpenta-2,4-dien-1-yl)-6-hydroxy-4-methoxy-2-methylbenzaldehyde ClC=1C(=C(C=O)C(=C(C1OC)C\C=C(\C=C\[C@@]1([C@H]([C@H](CC[C@H]1C)NCC)C)C)/C)O)C